3,6-dihydroxyanthracene OC=1C=CC2=CC3=CC=C(C=C3C=C2C1)O